O=CCCC(=O)C1N(CCN(C1)C)N 4-oxo-butyryl-(4-methyl)piperazin-amine